2-(6-Bromo-5-fluoro-4-methylpyridin-2-yl)isoindoline-1,3-dione BrC1=C(C(=CC(=N1)N1C(C2=CC=CC=C2C1=O)=O)C)F